O[C@H]1CN(C2(CN(C2=O)CC2=CC=C(C=C2)OC)C1)C(=O)OC(C)(C)C tert-butyl (7R)-7-hydroxy-2-(4-methoxybenzyl)-1-oxo-2,5-diazaspiro[3.4]octane-5-carboxylate